NC1=NC=CC=2N1C(=NC2C2CN(CC2)C(C#CC)=O)C2=CC(=C(C(=O)NC1=NC=CC=C1)C=C2)F 4-(5-amino-1-(1-(but-2-ynoyl)pyrrolidin-3-yl)imidazo[1,5-c]pyrimidin-3-yl)-2-fluoro-N-(pyridin-2-yl)benzamide